C1(=CC=CC=C1)C(CCCNC(=O)C1CCNCC1)C1=CC=CC=C1 N-(4,4-diphenylbutyl)piperidine-4-carboxamide